N-(6'-(hydroxymethyl)-6-methoxy-[2,3'-bipyridin]-5-yl)-5-methyl-3-phenylisoxazole-4-carboxamide OCC1=CC=C(C=N1)C1=NC(=C(C=C1)NC(=O)C=1C(=NOC1C)C1=CC=CC=C1)OC